2-(3-bromo-4-chloro-5-fluorophenyl)-2-phenylacetaldehyde BrC=1C=C(C=C(C1Cl)F)C(C=O)C1=CC=CC=C1